COC=1C=C(CC(C(COC2=CC=C(C=C2)CCCCCCCCCCCCCCC)O)NC)C=CC1OCCN1CCC(CC1)C (3-methoxy-4-(2-(4-methylpiperidin-1-yl)ethoxy)benzyl)(methyl)amino-3-(4-pentadecylphenoxy)propan-2-ol